C(C)(=O)O[C@@H]1C([C@@H]2CC[C@]3([C@@]4(CC[C@@]5([C@@H]([C@H]4CC[C@@H]3[C@]2(CC1)C)[C@@H](CC5)C5(CC5)C)C(=O)OCC5=CC=CC=C5)C)C)(C)C benzyl (1R,3aS,5aR,5bR,7aR,9S,11aR,11bR,13aR,13bR)-9-acetoxy-5a,5b,8,8,11a-pentamethyl-1-(1-methylcyclopropyl)icosahydro-3aH-cyclopenta[a]chrysene-3a-carboxylate